aconitic acid, ascorbate salt O=C1C(O)=C(O)[C@H](O1)[C@@H](O)CO.C(C=C(C(=O)O)CC(=O)O)(=O)O